N1=CC=C2N1C=C(C=C2)CC(=O)N pyrazolo[1,5-a]pyridin-6-ylacetamide